(E)-4-(dimethyl-amino)-N-(1-(3-(trifluoromethyl)benzyl)-1H-indol-4-yl)-but-2-enamide CN(C/C=C/C(=O)NC1=C2C=CN(C2=CC=C1)CC1=CC(=CC=C1)C(F)(F)F)C